COC1=C(C=C2C=NC(=NC2=C1)C)N1CCN(CC1)C(=O)N1CCOCC1 7-methoxy-2-methyl-6-(4-(morpholine-4-carbonyl)piperazin-1-yl)quinazoline